NC1=C(C(=CC=C1)C)C1=CC(=CC=C1Cl)C(=O)OCC ethyl 2'-amino-6-chloro-6'-methyl-[1,1'-biphenyl]-3-carboxylate